2-(1-(3-(3-Methoxy-4-((6-methoxypyridin-3-yl)methoxy)benzyl)-3H-imidazo[4,5-b]pyridin-6-yl)-1H-1,2,3-triazol-4-yl)propan-2-amine COC=1C=C(CN2C=NC=3C2=NC=C(C3)N3N=NC(=C3)C(C)(C)N)C=CC1OCC=1C=NC(=CC1)OC